3-(7-fluoro-4-methyl-1-oxo-6-{4-[(piperidin-4-yl)methyl]piperazin-1-yl}-1,2-dihydrophthalazin-2-yl)piperidin-2,6-dione FC1=C(C=C2C(=NN(C(C2=C1)=O)C1C(NC(CC1)=O)=O)C)N1CCN(CC1)CC1CCNCC1